methyl (1R,3S)-1-((2'-(benzyloxy)-6-fluoro-[1,1'-biphenyl]-3-yl)methyl)-3-((N,N-dimethylsulfamoyl)amino)cyclopentane-1-carboxylate C(C1=CC=CC=C1)OC1=C(C=CC=C1)C1=CC(=CC=C1F)C[C@]1(C[C@H](CC1)NS(N(C)C)(=O)=O)C(=O)OC